Thiophene-2-amine hydrochloride Cl.S1C(=CC=C1)N